4-(2,6-Dichlorophenyl)-2-(2-naphthylmethyl)imidazole ClC1=C(C(=CC=C1)Cl)C=1N=C(NC1)CC1=CC2=CC=CC=C2C=C1